Ethyl 3-fluoro-5,7-diphenylpyrazolo[1,5-a]pyrimidine-2-carboxylate FC=1C(=NN2C1N=C(C=C2C2=CC=CC=C2)C2=CC=CC=C2)C(=O)OCC